C(CCC)OC(C(C)OCCCC)=O Butoxypropionic acid butyl ester